6-(6-fluoro-5-methyl-3-pyridyl)-2-[(4-fluorophenoxy)methyl]imidazo[1,2-a]pyrimidine FC1=C(C=C(C=N1)C=1C=NC=2N(C1)C=C(N2)COC2=CC=C(C=C2)F)C